oxycodone-d3 [2H]C([2H])([2H])N1CC[C@]23[C@@H]4C(=O)CC[C@]2([C@H]1CC5=C3C(=C(C=C5)OC)O4)O